S-(p-tolyl) 3,5-dimethylthiobenzoate CC=1C=C(C(=O)SC2=CC=C(C=C2)C)C=C(C1)C